1-(2,2-Difluoroethyl)-6-((2R,5S)-2-methyl-5-(((2-(trifluoromethyl)pyridin-4-yl)oxy)methyl)piperidin-1-yl)-1H-pyrazolo[3,4-b]pyrazine FC(CN1N=CC=2C1=NC(=CN2)N2[C@@H](CC[C@@H](C2)COC2=CC(=NC=C2)C(F)(F)F)C)F